(1,2,2,6,6-pentamethyl-4-piperidyl) butane-1,2,3,4-tetracarboxylate C(C(C(CC(=O)[O-])C(=O)[O-])C(=O)[O-])C(=O)OC1CC(N(C(C1)(C)C)C)(C)C